Tert-butyl-4-(6-(5-((N-(2,4-difluorophenyl)sulfamoyl)amino)-6-methoxypyridin-3-yl)quinazolin-4-yl)piperazine ammonium mesilate CS(=O)(=O)[O-].[NH4+].C(C)(C)(C)N1CCN(CC1)C1=NC=NC2=CC=C(C=C12)C=1C=NC(=C(C1)NS(NC1=C(C=C(C=C1)F)F)(=O)=O)OC